P(=O)(O)(O)OC=1C=C(C=2C(C(=COC2C1)C1=CC=C(O)C=C1)=O)O.BrC1=C(C=CC(=C1)C(F)(F)F)S(=O)(=O)N 2-bromo-4-(trifluoromethyl)benzenesulfonamide genistein-7-O-phosphate